N-methyl-N-(3-morpholinopropyl)-5-(4,4,5,5-tetramethyl-1,3,2-dioxaborolan-2-yl)pyrimidin-2-amine CN(C1=NC=C(C=N1)B1OC(C(O1)(C)C)(C)C)CCCN1CCOCC1